C(C)(C)(C)N=P(N(C)C)(N(C)C)N(C)C tert-Butylimino-tris(dimethylamino)phosphorane